4-((R)-4-Acryloyl-3-Methylpiperazin-1-yl)-7-(2-Amino-7-Fluorobenzo[d]Thiazol-4-yl)-6-Chloro-8-Fluoroquinolin C(C=C)(=O)N1[C@@H](CN(CC1)C1=CC=NC2=C(C(=C(C=C12)Cl)C1=CC=C(C2=C1N=C(S2)N)F)F)C